C(#N)C1(CC1)C(=O)NC=1C=C(C=CC1)NC1=C(C=C(C(=O)N=C2NCCN2)C=C1)C1CC1 4-{[3-(1-cyanocyclopropaneamido)phenyl]amino}-3-cyclopropyl-N-[imidazolidin-2-ylidene]benzamide